COC(=O)C1(C(SC2=CC=CC=C2C1=O)C=1C=C(C=CC1)C)CC=C=CC1=CC=CC=C1 (-)-Methyl-4-oxo-3-(4-phenylbuta-2,3-dien-1-yl)-2-(m-tolyl)thiochromane-3-carboxylate